O[C@H]1[C@@H](CC1)N1C(N=CC=C1C1=CC=C(C=C1)OC(F)(F)F)C=1C=NN(C1)C N-[(trans)-2-Hydroxycyclobutyl]-2-(1-methyl-1H-pyrazol-4-yl)-6-[4-(trifluoromethoxy)phenyl]pyrimidin